(S) or (R)-5-((cyclobutylamino)methyl)-3-fluoro-N'-((1,2,3,5,6,7-hexahydro-s-indacen-4-yl)carbamoyl)thiophene-2-sulfonimidamide C1(CCC1)NCC1=CC(=C(S1)[S@](=O)(N)=NC(NC1=C2CCCC2=CC=2CCCC12)=O)F |o1:11|